2,6,8,8-tetramethyl-6H-pyrrolo[2,3-g]quinazolin-7(8H)-one CC1=NC2=CC3=C(C=C2C=N1)N(C(C3(C)C)=O)C